(4a'R,5'S,6a'S)-5'-hydroxy-4a',6a'-dimethyl-3',4',4a',4b',5',6',6a',8',9',9a',9b',10'-dodecahydrospiro-[[1,3]dioxolane-2,7'-indeno[5,4-f]-quinolin]-2'(1'H)-one O[C@H]1C[C@@]2(C3(CCC2C2C1[C@]1(CCC(NC1=CC2)=O)C)OCCO3)C